6-chloro-N-methyl-8-(trifluoromethyl)-N-[(1S)-1-[2-[5-[4-(trifluoromethyl)thiazol-2-yl]-2-pyridinyl]-1,2,4-triazol-3-yl]ethyl]quinazolin-4-amine ClC=1C=C2C(=NC=NC2=C(C1)C(F)(F)F)N([C@@H](C)C=1N(N=CN1)C1=NC=C(C=C1)C=1SC=C(N1)C(F)(F)F)C